(1-(5-amino-2-ethyl-4-methylbenzoyl)-4-fluoropiperidin-4-yl)benzonitrile NC=1C(=CC(=C(C(=O)N2CCC(CC2)(F)C2=C(C#N)C=CC=C2)C1)CC)C